N-(azetidin-3-ylmethyl)-1-[2-chloro-4-[[5-[4-(cyanomethoxy)-2,3-difluoro-phenyl]-1-methyl-imidazole-2-carbonyl]amino]benzoyl]piperidine-4-carboxamide trifluoroacetate FC(C(=O)O)(F)F.N1CC(C1)CNC(=O)C1CCN(CC1)C(C1=C(C=C(C=C1)NC(=O)C=1N(C(=CN1)C1=C(C(=C(C=C1)OCC#N)F)F)C)Cl)=O